7-(5-amino-4-carbamoyl-2-thienyl)-4-azaspiro[2.5]octane-4-carboxylic acid tert-butyl ester C(C)(C)(C)OC(=O)N1C2(CC2)CC(CC1)C=1SC(=C(C1)C(N)=O)N